C(CCC)OC=1C=C(C=CC1)C1=C(C=C(C(=C1)F)C(C)=O)F 1-(3'-butoxy-2,5-difluoro-[1,1'-biphenyl]-4-yl)ethan-1-one